5-Phenylamino-pyridine-2-carboxylic acid {2-[4-(2-chloro-phenylamino)-piperidin-1-yl]-2-oxo-ethyl}-amide ClC1=C(C=CC=C1)NC1CCN(CC1)C(CNC(=O)C1=NC=C(C=C1)NC1=CC=CC=C1)=O